(1R,3S)-3-(3-((5-(hydroxymethyl)pyrazin-2-yl)amino)-1H-pyrazol-5-yl)cyclopentyl(1-methylcyclopropyl)carbamate OCC=1N=CC(=NC1)NC1=NNC(=C1)[C@@H]1C[C@@H](CC1)N(C([O-])=O)C1(CC1)C